4-((2R,4S)-4-hydroxy-2-methylpyrrolidine-1-carbonyl)-N-(3-((R)-1-(4-methyl-4H-1,2,4-triazol-3-yl)propan-2-yl)phenyl)picolinamide O[C@H]1C[C@H](N(C1)C(=O)C1=CC(=NC=C1)C(=O)NC1=CC(=CC=C1)[C@@H](CC1=NN=CN1C)C)C